FC=1C=C(C(=NC1)C=1C=C(SC1C)C(=O)NC1=CC(=CC=C1)NS(=O)(=O)C)OCC=1C=NC=C(C1)F 4-(5-fluoro-3-((5-fluoropyridin-3-yl)methoxy)pyridin-2-yl)-5-methyl-N-(3-(methylsulfonamido)phenyl)thiophene-2-carboxamide